ClC1=C(CNC(=O)[C@]2(C=3C=CC=NC3[C@]3(CC2)OC3)F)C=CC(=C1F)Cl (2S,5'S)-N-(2,4-dichloro-3-fluorobenzyl)-5'-fluoro-6',7'-dihydro-5'H-spiro[oxirane-2,8'-quinoline]-5'-carboxamide